4-[4-(6-methoxy-9-methylsulfonyloxy-1,5-dihydro-3H-2,4-benzodioxepin-3-yl)-2-thiazolyl]-1-[2-[3,5-bis(trifluoromethyl)-1H-pyrazol-1-yl]acetyl]piperidine COC1=CC=C(C=2COC(OCC21)C=2N=C(SC2)C2CCN(CC2)C(CN2N=C(C=C2C(F)(F)F)C(F)(F)F)=O)OS(=O)(=O)C